N1(N=NN=C1)CCCCNC(C1=CC(=CC=C1)N1N=C(N=C1C1=CC=C(C=C1)OC)CC)=O N-(4-(1-1H-tetrazolyl)butyl)-3-(3-ethyl-5-(4-methoxyphenyl)-1-1H-1,2,4-triazolyl)benzamide